C1(CC1)S(=O)(=O)NC=1C(=C(C=CC1)CC=1C(=C(C(=C(C(=O)N)C1)NC1=C(C=C(C=C1)I)F)F)F)F 5-[[3-(Cyclopropylsulfonylamino)-2-fluorophenyl]methyl]-3,4-difluoro-2-(2-fluoro-4-iodoanilino)benzamide